3-((4-(1-(2-azaspiro[3.3]heptan-6-yl)piperidin-4-yl)-3-fluorophenyl)amino)piperidine-2,6-dione C1NCC12CC(C2)N2CCC(CC2)C2=C(C=C(C=C2)NC2C(NC(CC2)=O)=O)F